3,4,5,6-tetrachloropyrocatechol ClC1=C(C(O)=C(C(=C1Cl)Cl)Cl)O